(S)-1-(4-(aminomethyl)-1-oxo-1,2-dihydrophthalazin-6-yl)-N-((5-(2,6-dichlorophenyl)pyridin-2-yl)methyl)-N-(5,6,7,8-tetrahydroquinolin-8-yl)cyclopropane-1-carboxamide NCC1=NNC(C2=CC=C(C=C12)C1(CC1)C(=O)N([C@H]1CCCC=2C=CC=NC12)CC1=NC=C(C=C1)C1=C(C=CC=C1Cl)Cl)=O